[Cu]=O copper(II) oxide